O1CCC(CC1)NC1=CC=CC(=N1)N N6-(tetrahydro-2H-pyran-4-yl)pyridine-2,6-diamine